3-Bromo-6-(2-fluorophenyl)-7-hydroxythieno[3,2-b]pyridin-5(4H)-one BrC1=CSC2=C1NC(C(=C2O)C2=C(C=CC=C2)F)=O